(2s,3r)-2-amino-3-hydroxy-3-(4-mercaptomethylphenyl)propionic acid N[C@H](C(=O)O)[C@@H](C1=CC=C(C=C1)CS)O